tert-butyl 2-methyl-6-oxo-4,6-dihydrospiro[cyclopenta[d]thiazole-5,4'-piperidine]-1'-carboxylate CC=1SC2=C(N1)CC1(CCN(CC1)C(=O)OC(C)(C)C)C2=O